(R)-N-(3-(1-((2-Amino-5-chloropyridin-3-yl)oxy)ethyl)phenyl)-4-(methylsulfonyl)benzamid NC1=NC=C(C=C1O[C@H](C)C=1C=C(C=CC1)NC(C1=CC=C(C=C1)S(=O)(=O)C)=O)Cl